C1(CC1)C1=CC(=CC(=N1)C=1OC2=C(N1)C=C(C(=C2C)F)CNCC2(CCC2)O)C2=C(C=C(C=C2)F)C2=NN=CN2C 1-({[(2-{6-cyclopropyl-4-[4-fluoro-2-(4-methyl-1,2,4-triazol-3-yl)phenyl]pyridin-2-yl}-6-fluoro-7-methyl-1,3-benzoxazol-5-yl)methyl]amino}methyl)cyclobutan-1-ol